methyl 3-(3-ethyl-1H-pyrazol-1-yl)-5-fluorobenzoate C(C)C1=NN(C=C1)C=1C=C(C(=O)OC)C=C(C1)F